[C@H]12CN(C[C@H](CC1)N2)C2=NC(=NC1=C(C(=C(C=C21)Cl)C2=CC=CC=1[Se]C(=C(C12)C#N)N)F)OCCNC 4-((R)-4-((1R,5S)-3,8-diazabicyclo[3.2.1]oct-3-yl)-6-chloro-8-fluoro-2-(2-(methylamino)ethoxy)quinazolin-7-yl)-2-aminobenzo[b]selenophene-3-nitrile